O[C@@H]1[C@H]2CCC[C@H](CC1)N2C(=O)OC(C)(C)C tert-butyl (1r,2s,5r)-2-hydroxy-9-azabicyclo[3.3.1]nonane-9-carboxylate